tert-Butyl 3-[(1-acetylpyrrolidin-3-yl)amino]benzoate C(C)(=O)N1CC(CC1)NC=1C=C(C(=O)OC(C)(C)C)C=CC1